N1=C(C=CC=C1)C1=C(C=CC(=C1)C1=CC(=CC=C1)C1=NC(=CC(=N1)C1=CC=CC=C1)C1=CC=CC=C1)O.[Li] lithium 2-(pyridin-2-yl)-4-(3-(4,6-diphenylpyrimidin-2-yl)phenyl)phenol